homocysteine-d8 N([C@@](C(C(S[2H])([2H])[2H])([2H])[2H])(C(=O)O)[2H])([2H])[2H]